S(=O)(=O)(ON1[C@@H]2CC[C@H](N(C1=O)C2)C(NC(C(C)C)=O)=N)O (2S,5R)-2-(N-isobutyrylcarbamimidoyl)-7-oxo-1,6-diazabicyclo[3.2.1]octan-6-yl hydrogen sulfate